C1(=CC=CC=C1)C(=CCN(CCN1CCN(CC1)C(C(C)F)=O)[C@H](C)C1=CC=C(C=C1)OC)C1=CC=CC=C1 1-(4-(2-((3,3-diphenylallyl)((R)-1-(4-methoxyphenyl)ethyl)amino)ethyl)piperazin-1-yl)-2-fluoropropan-1-one